5,6-dihydro-3-ethoxycarbonyl-2-methyl-4H-pyran C(C)OC(=O)C1=C(OCCC1)C